BrC1=CN(C(C2=CC=CC(=C12)C)=O)C 4-Bromo-2,5-dimethyl-2H-isoquinolin-1-one